(3S,6R)-1-(2-(2-chloro-4-fluorophenyl)acetyl)-6-methylpiperidine-3-carboxylic acid methyl ester COC(=O)[C@@H]1CN([C@@H](CC1)C)C(CC1=C(C=C(C=C1)F)Cl)=O